Methyl 4-((1-(((benzyloxy)carbonyl)(methyl)amino)-2-methylpropan-2-yl)oxy)-2-(3-iodophenyl)-2-methylbutanoate C(C1=CC=CC=C1)OC(=O)N(CC(C)(C)OCCC(C(=O)OC)(C)C1=CC(=CC=C1)I)C